FC1(CCN(CC1)CCC1CCN(CC1)C(=O)[C@H](CC(C)C)N1C([C@@H](N(CC1)C)CC(C)C)=O)F (S)-1-[(S)-1-({4-[2-(4,4-Difluoro-1-piperidyl)ethyl]-1-piperidyl}carbonyl)-3-methylbutyl]-3-isobutyl-4-methyl-2-piperazinone